(R)-2-(5-(2-((5-(furan-3-yl)-2,3-dihydro-1H-inden-2-yl)amino)pyrimidin-5-yl)-1,3,4-oxadiazol-2-yl)-1-(1,4,6,7-tetrahydro-5H-[1,2,3]triazolo[4,5-c]pyridin-5-yl)ethan-1-one O1C=C(C=C1)C=1C=C2C[C@@H](CC2=CC1)NC1=NC=C(C=N1)C1=NN=C(O1)CC(=O)N1CC2=C(CC1)NN=N2